1-[4-Fluoro-2-(trifluoromethyl)phenyl]ethan-1-ol FC1=CC(=C(C=C1)C(C)O)C(F)(F)F